3-acetyl-1-(2-((2-(3-chloro-2-fluorophenylmethylamino)-2-oxoethyl)(isopropyl)amino)-2-oxoethyl)-1H-indazole-5-carbonyl azide C(C)(=O)C1=NN(C2=CC=C(C=C12)C(=O)N=[N+]=[N-])CC(=O)N(C(C)C)CC(=O)NCC1=C(C(=CC=C1)Cl)F